2-(6-fluoro-2-methylthieno[2,3-d]pyrimidin-4-yl)cyclopropane FC1=CC2=C(N=C(N=C2C2CC2)C)S1